tert-butyl N-[(3s)-1-(5-amino-2-tert-butyl-1-methyl-1,3-benzodiazol-4-yl)pyrrolidin-3-yl]carbamate NC1=C(C2=C(N(C(=N2)C(C)(C)C)C)C=C1)N1C[C@H](CC1)NC(OC(C)(C)C)=O